C(C)OC(C(C1=NC2=CC=CC=C2C=C1)(F)F)=O difluoro-2-(quinolin-2-yl)acetic acid ethyl ester